ClCC1=C(N2C([C@@]([C@H]2OC1)(OC)NC(CSC(F)F)O\C=C/Cl)=O)C(=O)OC(C1=CC=CC=C1)C1=CC=CC=C1 (6R,7R)-Benzhydryl 3-(chloromethyl)-7-((1-(((Z)-2-chlorovinyl)oxy)-2-((difluoromethyl)thio)ethyl)amino)-7-methoxy-8-oxo-5-oxa-1-azabicyclo[4.2.0]oct-2-ene-2-carboxylate